C1(=C(C(=CC(=C1)C)C)N1P(N([C@H]([C@@H]1C1=CC=CC=C1)C1=CC=CC=C1)C1=C(C=C(C=C1C)C)C)=O)C (4S,5S)-1,3-Dimesityl-4,5-diphenyl-1,3,2-diazaphospholidine 2-oxide